C(#N)CCNC=1C=C(C(=O)OC)C=CC1C1CC2(CC(C2)(F)F)CCN1 methyl 3-((2-cyanoethyl)amino)-4-(2,2-difluoro-7-azaspiro[3.5]nonan-6-yl)benzoate